COC1=NC(=NC(=N1)C)NC(=O)NS(=O)(=O)C1=C(SC=C1)C(=O)O [[[[(4-methoxy-6-methyl-1,3,5-triazin-2-yl)amino]carbonyl]amino]-sulfonyl]-2-thiophenecarboxylic acid